C(=C)S(=O)(=O)[O-].[Na+] sodium vinyl-sulfonate salt